C(#C)[C@@]1(C(N([C@H](C1)C)C)=O)O (3S,5S)-3-ethynyl-3-hydroxy-1,5-dimethylpyrrolidin-2-one